C(C1=CC=CC=C1)C1=C(C(=O)O)C=CC=N1 Benzyl-Nicotinic Acid